(4S,5R)-2,5-DIMETHYLOCT-7-ENE-4-SULFONAMIDE CC(C)C[C@@H]([C@@H](CC=C)C)S(=O)(=O)N